CN1CCC(CC1)N1C(NC2=C1C=CC=C2)=O 1-(1-methylpiperidin-4-yl)-1,3-dihydro-2H-benzo[d]Imidazol-2-one